trihexyl-benzyl-ammonium C(CCCCC)[N+](CC1=CC=CC=C1)(CCCCCC)CCCCCC